C(C=C)N1N(C2=NC(=NC=C2C1=O)NC=1C=C2C=NN(C2=CC1)CCC)C1=NC(=CC=C1)OC1CCNCC1 2-allyl-1-[6-(4-piperidyloxy)-2-pyridyl]-6-(1-propyl-1H-indazol-5-ylamino)-1,2-dihydro-3H-1,2,5,7-tetraazainden-3-one